ClC1=NC2=C(OC3=C1C=CC(=C3)C)C=C(C=C2)C(F)F 11-chloro-7-(difluoromethyl)-3-methyl-dibenzo[b,f][1,4]Oxazepine